N-[[6-(1H-Indol-4-yloxy)-2-pyridyl]sulfonyl]-2-(2,2,4-trimethylpyrrolidin-1-yl)pyridin-3-carboxamid N1C=CC2=C(C=CC=C12)OC1=CC=CC(=N1)S(=O)(=O)NC(=O)C=1C(=NC=CC1)N1C(CC(C1)C)(C)C